[C@H]12CN(C[C@H](CC1)N2)C2=NC(=NC1=C(C(=C(C=C21)F)C2=CC=CC1=CC=C(C(=C21)F)F)F)OC[C@]21CCCN1C[C@@H](C2)F 4-(4-((1R,5S)-3,8-diazabicyclo[3.2.1]octan-3-yl)-6,8-difluoro-2-(((2R,7aS)-2-fluorotetrahydro-1H-pyrrolizin-7a(5H)-yl)methoxy)quinazolin-7-yl)-5,6-difluoronaphthalen